methyl 2-(2-hydroxy-2-methylpropyl)-2H-indazole-5-carboxylate OC(CN1N=C2C=CC(=CC2=C1)C(=O)OC)(C)C